N-(3-cyclopropyl-1-(1-methylazetidin-3-yl)-1H-pyrazol-4-yl)-4-(4-(methylsulfonyl)thiophen-2-yl)-5-(trifluoromethyl)pyrimidin-2-amine C1(CC1)C1=NN(C=C1NC1=NC=C(C(=N1)C=1SC=C(C1)S(=O)(=O)C)C(F)(F)F)C1CN(C1)C